CC1(C2=C3C(C(C=4C=5N3C=3C1=CC=CC3C(C5C=CC4)(C)C)(C)C)=CC=C2)C 4,4,8,8,12,12-hexamethyl-8,12-dihydro-4H-benzo[9,1]quinolizino[3,4,5,6,7-defg]acridine